Methylpiperidin-4-ylcarbamate COC(NC1CCNCC1)=O